2-[(2S)-2-methylazetidin-1-yl]-4-(4-methylsulfonylphenyl)-6,7-dihydro-5H-cyclopenta[d]pyrimidine C[C@@H]1N(CC1)C=1N=C(C2=C(N1)CCC2)C2=CC=C(C=C2)S(=O)(=O)C